((5-(2-aminopropan-2-yl)-8-chloroisoquinolin-3-yl)amino)-7,7-dimethyl-7,8-dihydro-5H-pyrano[4,3-b]pyridin-5-one NC(C)(C)C1=C2C=C(N=CC2=C(C=C1)Cl)NC1=CC=C2C(=N1)CC(OC2=O)(C)C